COC(=O)C1C2CCC(C1NC1=NC(=NC(=N1)Cl)Cl)CC2 (+/-)-trans-3-((4,6-dichloro-1,3,5-triazin-2-yl)amino)bicyclo[2.2.2]Octane-2-carboxylic acid methyl ester